[Cl-].[Cl-].C1(=CC=CC=C1)[Si](=[Zr+2](C1=C(C(=CC=2C3=CC(=C(C=C3CC12)C1=CC=CC=C1)C(C)(C)C)C(C)(C)C)C1=CC=CC=C1)C1C=CC=C1)C1=CC=CC=C1 Diphenylsilylene(cyclopentadienyl)(2,7-diphenyl-3,6-di-tert-butylfluorenyl)zirconium dichloride